tert-Butyl 2-((((9H-fluoren-9-yl)methoxy) carbonyl)(methyl)amino)-3-(5-methoxypyridin-3-yl)propanoate C1=CC=CC=2C3=CC=CC=C3C(C12)COC(=O)N(C(C(=O)OC(C)(C)C)CC=1C=NC=C(C1)OC)C